ClC1=CC(=NC=C1)SC 4-chloro-2-(methylthio)pyridine